4-amino-2-methyl-2H-[1,2,3]triazolo[4,5-c]quinoline-8-carboxylic acid methyl ester COC(=O)C1=CC=2C=3C(C(=NC2C=C1)N)=NN(N3)C